FC=1C=CC2=C(CCO2)C1CNC1=NC=C(C=2N1C=NN2)C=2C=1N(C(=CC2)C(C)(C)O)N=CN1 2-(8-(5-(((5-fluoro-2,3-dihydrobenzofuran-4-yl)methyl)amino)-[1,2,4]triazolo[4,3-c]pyrimidin-8-yl)-[1,2,4]triazolo[1,5-a]pyridin-5-yl)propan-2-ol